N1=CN=CC2=C1C=NCC2 5,6-dihydropyrido[3,4-d]pyrimidin